ClC(C(F)(F)F)(C(C(C(F)(F)F)(F)F)(F)F)C(F)(F)F 2-Chloro(perfluoro-2-methylpentane)